6-(4-((diphenylmethylene)amino)-2,6-dimethylbenzyl)-2-(4-methoxybenzyl)-4-(1-methylcyclopentyl)pyridazine-3(2H)-one C1(=CC=CC=C1)C(C1=CC=CC=C1)=NC1=CC(=C(CC=2C=C(C(N(N2)CC2=CC=C(C=C2)OC)=O)C2(CCCC2)C)C(=C1)C)C